3-(2-bromophenyl)-7-chloro-3,4-dihydroquinazolin BrC1=C(C=CC=C1)N1C=NC2=CC(=CC=C2C1)Cl